ClC=1C=NC=CC1/N=N/C1=C(C=C(C=C1)NC(C1=NC=CC=C1)=O)OC (E)-N-(4-((3-Chloropyridin-4-yl)diazenyl)-3-methoxyphenyl)picolinamide